2-(pyridin-3-yl)-1-[5-(pyridine-2-sulfonyl)-1H,2H,3H,4H,5H,6H-pyrrolo[3,4-c]pyrrol-2-yl]ethan-1-one N1=CC(=CC=C1)CC(=O)N1CC=2CN(CC2C1)S(=O)(=O)C1=NC=CC=C1